3-((2-(methacryloyloxy)ethyl)dimethylamino)propionic acid C(C(=C)C)(=O)OCCCN(CCC(=O)O)C